NC1=CC(=C(N=N1)C1CCN(CC1)C(=O)C1=NC=C(C(=C1)OC)C1=CC=C(C=C1)C(F)(F)F)OC [4-(6-Amino-4-methoxy-pyridazin-3-yl)-piperidin-1-yl]-[4-methoxy-5-(4-trifluoromethyl-phenyl)-pyridin-2-yl]-methanone